C(C)(C)(C)OC(=O)N[C@@H](CC1=CC=CC=C1)C(=O)N[C@@H](C(C)C)C(=O)OC1=CC=C(C=C1)[N+](=O)[O-] 4-Nitrophenyl (tert-butoxycarbonyl)-L-phenylalanyl-L-valinate